CO[Si](CCCS=C(N(C)C)SSSSC(N(C)C)=SCCC[Si](OC)(OC)OC)(OC)OC 3-trimethoxysilylpropyl-N,N-dimethylthiocarbamyl tetrasulfide